3-(3-((7-((5-Methyl-1H-pyrazol-3-yl)amino)-1,6-naphthyridin-5-yl)methyl)-3,8-diazabicyclo[3.2.1]octane-8-yl)propionitrile CC1=CC(=NN1)NC1=NC(=C2C=CC=NC2=C1)CN1CC2CCC(C1)N2CCC#N